Methyl 4-(4-(dimethoxymethyl) piperidin-1-yl)-2-methoxybenzoate COC(C1CCN(CC1)C1=CC(=C(C(=O)OC)C=C1)OC)OC